2-(1-aminocyclopropyl)acetonitrile NC1(CC1)CC#N